1-((3aR,5r,6aS)-5-((5-(imidazo[1,2-a]pyrimidin-6-yl)-4-methoxy-7H-pyrrolo[2,3-d]pyrimidin-2-yl)amino)hexahydrocyclopenta[c]pyrrol-2(1H)-yl)ethan-1-one N=1C=CN2C1N=CC(=C2)C2=CNC=1N=C(N=C(C12)OC)NC1C[C@@H]2[C@@H](CN(C2)C(C)=O)C1